NC=1C(=NC(=CN1)C1=C(C=C(C=C1)NC(C(O)C1=CC(=CC(=C1)F)F)=O)Cl)C(=O)NC1CC1 3-amino-6-(2-chloro-4-(2-(3,5-difluorophenyl)-2-hydroxyacetamido)phenyl)-N-cyclopropylpyrazine-2-carboxamide